CC1=C(C(=O)P(C2=CC=CC=C2)C2=CC=CC=C2)C(=CC(=C1)C)C 2,4,6-Trimethylbenzoyl-diphenylphosphine